C(C1=CC=CC=C1)OCC1CN(C1)C=1C=CC(=C(NC)C1)[N+](=O)[O-] 5-(3-((benzyloxy)methyl)azetidin-1-yl)-N-methyl-2-nitroaniline